Tert-butyl 1-(2-cyclopropyl-7-isopropyl-4-oxo-2,4-dihydro-5H-pyrazolo[3,4-d]pyridazin-5-yl)cyclopropane-1-carboxylate C1(CC1)N1N=C2C(=NN(C(C2=C1)=O)C1(CC1)C(=O)OC(C)(C)C)C(C)C